7a,24(S)-dihydroxy-4-cholesten-3-one O[C@H]1[C@H]2[C@@H]3CC[C@H]([C@@H](CC[C@@H](C(C)C)O)C)[C@]3(CC[C@@H]2[C@]2(CCC(C=C2C1)=O)C)C